tert-butyl (1S,5R)-2-hydroxy-2-methyl-8-azabicyclo[3.2.1]octane-8-carboxylate OC1([C@@H]2CC[C@H](CC1)N2C(=O)OC(C)(C)C)C